(R)-2-fluoro-3-methylbutanoic acid F[C@@H](C(=O)O)C(C)C